2-bromo-4-(ethylsulfonylmethyl)phenol BrC1=C(C=CC(=C1)CS(=O)(=O)CC)O